3-(3-chloro-4-methylphenyl)-2-(methylamino)propanoic acid ClC=1C=C(C=CC1C)CC(C(=O)O)NC